C1(CC1)C=1C=CC=2C=3N(C(=NC2C1)NC=1C(N=CC=CC1)=O)N=C(N3)C3=CC=C(C=C3)OC (3R)-3-{[8-cyclopropyl-2-(4-methoxyphenyl)[1,2,4]triazolo[1,5-c]quinazolin-5-yl]amino}azepin-2-one